5-[(3-Fluorophenoxyethylthio)methyl]-1,3,4-oxadiazole-2(3H)-thione FC=1C=C(OCCSCC2=NNC(O2)=S)C=CC1